C(C)(C)(C)OC(C1=C(C=CC=C1)CBr)=O.ClC1=C(C=CC=C1)CC(=O)NC1=CC(=C(C=C1)N1N=C(C=C1C)C(F)(F)F)S(N)(=O)=O 2-(2-chlorophenyl)-N-{4-[5-methyl-3-(trifluoromethyl)-1H-pyrazol-1-yl]-3-sulfamoylphenyl}acetamide tert-Butyl-2-(bromomethyl)benzoate